5-fluoro-4,6-dimethyl-1-(p-tolylsulfonyl)pyrrolo[2,3-b]pyridine-2-carboxylic acid FC=1C(=C2C(=NC1C)N(C(=C2)C(=O)O)S(=O)(=O)C2=CC=C(C=C2)C)C